4-(3-(1H-indol-3-yl)pyrrolidin-1-yl)butyric acid N1C=C(C2=CC=CC=C12)C1CN(CC1)CCCC(=O)O